ClC1=CC=C(C(=N1)C=1C=NN(C1)C)NC(C)C=1C=2C3=C(N(C(C2C=C(C1)C)=O)C)N(N=C3)C3CCN(CC3)S(=O)(=O)C3CC3 9-[1-[[6-chloro-2-(1-methylpyrazol-4-yl)-3-pyridinyl]amino]ethyl]-3-(1-cyclopropylsulfonyl-4-piperidinyl)-4,7-dimethyl-pyrazolo[3,4-c]isoquinolin-5-one